FC1=C2C(NC(=NC2=CC(=C1)OC[C@@H]1OCCC1)CSC1CCOCC1)=O (R)-5-Fluoro-2-(((tetrahydro-2H-pyran-4-yl)thio)methyl)-7-((tetrahydrofuran-2-yl)methoxy)quinazolin-4(3H)-one